N-methoxyazetidin-3-amine trifluoroacetate salt FC(C(=O)O)(F)F.CONC1CNC1